C1OS(OCC12COS(OC2)=O)=O 2,4,8,10-tetraoxa-3,9-dithiaspiro[5.5]undecane 3,9-dioxide